NCCNC(=O)C1CCN(CC1)C(C1=C(C=C(C=C1)NC(=O)C=1N(C(=CN1)C1=C(C(=C(C=C1)OCF)F)F)C)Cl)=O N-(2-aminoethyl)-1-[2-chloro-4-[[5-[2,3-difluoro-4-(fluoromethoxy)phenyl]-1-methyl-imidazole-2-carbonyl]amino]benzoyl]piperidine-4-carboxamide